C(#C)C=1SC=C(N1)NC(=O)N[C@@H](CO)C1=NC=C(C=C1)C=1C=CC=C2C=CN=C(C12)O (R)-1-(2-Ethynylthiazol-4-yl)-3-(2-hydroxy-1-(5-(1-hydroxyisoquinolin-8-yl)-pyridin-2-yl)ethyl)urea